FC1=C(C#N)C=C(C(=C1)C1=CC=CC=2N1N=CN2)C 2-fluoro-5-methyl-4-{[1,2,4]triazolo[1,5-a]pyridin-5-yl}benzonitrile